C(C)C1=NC=NC(=C1N1C(N=C(C2=C1N=C(C(=C2)F)C2=C(C=CC=C2)F)N2[C@H](CN(CC2)C(C=C)=O)C)=O)CC 1-(4,6-diethyl-5-pyrimidinyl)-6-fluoro-7-(2-fluorophenyl)-4-((2S)-2-methyl-4-(2-propenoyl)-1-piperazinyl)pyrido[2,3-d]pyrimidin-2(1H)-one